ClC=1C=CC2=C(C[C@](O2)(C2=CC=CC=C2)CN[C@@H]2CC[C@@H](CC2)O)C1C1=C(C(=O)N)C=CC(=C1F)OC 2-((2s,4s)-5-chloro-2-(((cis-4-hydroxycyclohexyl)amino)methyl)-2-phenyl-2,3-dihydrobenzofuran-4-yl)-3-fluoro-4-methoxybenzamide